ClC=1N=NC(=CC1C(C([2H])([2H])[2H])(C([2H])([2H])[2H])[2H])Cl 3,6-dichloro-4-(propan-2-yl-d7)pyridazine